C1(CCCCC1)C(COCC)(COC)CCC(CCC(C)C)(CCC(C)C)F 2-cyclohexyl-2-(3-fluoro-3-isopentyl-6-methylheptyl)-1-ethoxy-3-methoxy-propane